benzyl (2S,3R)-3-(2-{2-[(tert-butoxycarbonyl) amino]-1,3-thiazol-5-yl} ethyl)-4-oxoazetidine-2-carboxylate C(C)(C)(C)OC(=O)NC=1SC(=CN1)CC[C@@H]1[C@H](NC1=O)C(=O)OCC1=CC=CC=C1